(R)-N-(1-(5-(6-(3-cyanopyrrolo[1,2-b]pyridazin-7-yl)-4-(isopropylamino)pyridin-3-yl)-1,3,4-thiadiazole-2-carbonyl)pyrrolidin-3-yl)acetamide C(#N)C1=CC=2N(N=C1)C(=CC2)C2=CC(=C(C=N2)C2=NN=C(S2)C(=O)N2C[C@@H](CC2)NC(C)=O)NC(C)C